FC=1C=C(C=C(C1)C1(CC(C1)C)C1=NN=CN1C)N=C(C1=CC=CC=C1)C1=CC=CC=C1 N-{3-fluoro-5-[3-methyl-1-(4-methyl-1,2,4-triazol-3-yl)cyclobutyl]phenyl}-1,1-diphenylmethanimine